3-((3-exo)-3-((8-methyl-2-((5-methyl-1H-pyrazol-3-yl)amino)-9H-purin-6-yl)amino)-8-azabicyclo[3.2.1]octan-8-yl)propionitrile CC=1NC2=NC(=NC(=C2N1)NC1CC2CCC(C1)N2CCC#N)NC2=NNC(=C2)C